2,4,5-Tributylbenzene-1,3-diol C(CCC)C1=C(C=C(C(=C1O)CCCC)CCCC)O